N-((S)-5-methyl-4-oxo-2,3,4,5-tetrahydrobenzo[b][1,4]oxazepin-3-yl)-3,4,5,5a,6,6a-hexahydrocyclopropa[e]indazole-1-carboxamide CN1C2=C(OC[C@@H](C1=O)NC(=O)C1=NNC=3CCC4C(C13)C4)C=CC=C2